[NH4+].C(C)(C)(C)OC(=O)N[C@H](C(=O)N[C@@H](CC1=CC=C(C=C1)NS([O-])(=O)=O)C=1SC=C(N1)CC)CC1=CC=CC=C1 4-{(S)-2-[(S)-2-(tert-butoxycarbonylamino)-3-phenylpropanamido]-2-(4-ethylthiazol-2-yl)ethyl}phenylsulfamic acid ammonium salt